4-Methyl-2-[[4-(4-methyl-1-piperazinyl)-6-[[(3,4,5-trimethoxyphenyl)methyl]amino]-2-pyrimidinyl]amino]-5-thiazolecarboxylic acid ethyl ester C(C)OC(=O)C1=C(N=C(S1)NC1=NC(=CC(=N1)N1CCN(CC1)C)NCC1=CC(=C(C(=C1)OC)OC)OC)C